C1(=CC=CC=C1)C(C)(C)NC1=CC=C(C=N1)C(=O)O 6-[(2-Phenylpropan-2-yl)amino]pyridine-3-carboxylic acid